ClC1=CC=C(C[C@H]2CO[C@H](CN2C2CCNCC2)C)C=C1 (2S,5S)-5-(4-chlorobenzyl)-2-methyl-4-(piperidin-4-yl)morpholine